CN1N=CC=C1C1=C2C=C(N=CC2=C(N=C1)NC)NC(=O)C1CC1 N-(5-(1-methyl-1H-pyrazol-5-yl)-8-(methylamino)-2,7-naphthyridin-3-yl)cyclopropane-carboxamide